((5-cyano-1-(benzenesulfonyl)-1H-pyrrolo[2,3-b]pyridin-4-yl)amino)-5,6,7,8-tetrahydroimidazo[1,2-a]pyridine-2-carbonitrile C(#N)C=1C(=C2C(=NC1)N(C=C2)S(=O)(=O)C2=CC=CC=C2)NC2=C(N=C1N2CCCC1)C#N